ClC1=CC=C(C=N1)CN(C1=NC(OC1)=O)C 4-{[(6-Chloropyridin-3-yl)methyl](methyl)amino}-1,3-oxazol-2(5H)-one